FC1=C(C(=O)N2C3(CC3)CN(CC2)C=2C(=CC(=NC2)N)OC)C=CC(=C1)OC1=CC=C(C=C1)F 5-{4-[2-Fluoro-4-(4-fluorophenoxy)benzoyl]4,7-diazaspiro[2.5]octan-7-yl}-4-methoxypyridin-2-amine